5-acetyl-4-(benzo[b]thiophen-3-yl)-6-methyl-2-(trifluoromethyl)-1,4-dihydropyridine-3-carboxylic acid benzyl ester C(C1=CC=CC=C1)OC(=O)C1=C(NC(=C(C1C=1C2=C(SC1)C=CC=C2)C(C)=O)C)C(F)(F)F